1-(2-(((1H-indol-5-yl)methyl)amino)-5-fluoro-1H-benzo[d]imidazol-1-yl)butan-1-one N1C=CC2=CC(=CC=C12)CNC1=NC2=C(N1C(CCC)=O)C=CC(=C2)F